FC=1C=C2C(=CC=NC2=CC1)C1CCC(CC1)[C@@H](C)NC1=NC2=C(N1)C=C(C=C2)OC N-((R)-1-((1s,4S)-4-(6-fluoroquinolin-4-yl)cyclohexyl)ethyl)-6-methoxy-1H-benzo[d]imidazol-2-amine